N-tert-butoxycarbonyl-bis(2-bromo-5-methoxyphenyl)amine C(C)(C)(C)OC(=O)N(C1=C(C=CC(=C1)OC)Br)C1=C(C=CC(=C1)OC)Br